tert-Butyl (S)-3-(6-methoxy-1-(4'-(methoxycarbonyl)-[1,1'-biphenyl]-4-yl)-2-oxo-1,2-dihydro-3H-imidazo[4,5-b]pyridin-3-yl)pyrrolidine-1-carboxylate COC=1C=C2C(=NC1)N(C(N2C2=CC=C(C=C2)C2=CC=C(C=C2)C(=O)OC)=O)[C@@H]2CN(CC2)C(=O)OC(C)(C)C